C(C)OC(C(=O)O)CC1=CC=C(C=C1)OCCN1C(=CC=C1C1=CC=C(C=C1)SC)C α-Ethoxy-4-[2-[2-methyl-5-[4-(methylthio)phenyl]-1H-pyrrol-1-yl]ethoxy]benzenepropanoic Acid